FC(S(=O)(=O)C1=COC2=C1C=C(C=C2)C(=O)NCC2=NC=C1C=CC(=NC1=C2)C2=NC(=CC=C2)N2C[C@@H](O[C@@H](C2)C)C)F 3-(Difluoromethanesulfonyl)-N-((2-(6-((2S,6R)-2,6-dimethylmorpholino)pyridin-2-yl)-1,6-naphthyridin-7-yl)methyl)benzofuran-5-carboxamide